4-bromo-6-nitrobenzo[d][1,3]dioxole-5-carbaldehyde BrC1=C(C(=CC=2OCOC21)[N+](=O)[O-])C=O